(E)-4-(hydroxy(4-(trifluoromethyl)phenyl)methyl)-2-(2-phenylhydrazino)pent-4-enoic acid ethyl ester C(C)OC(C(CC(=C)C(C1=CC=C(C=C1)C(F)(F)F)O)NNC1=CC=CC=C1)=O